3,3-DIMETHYL-2-OXOINDOLIN-6-YLBORONIC ACID CC1(C(NC2=CC(=CC=C12)B(O)O)=O)C